C1(CC1)CC(C(=O)OCC1=CC=CC=C1)O Benzyl 3-cyclopropyl-2-hydroxypropionate